Triethylammonium [(2S,6R)-6-(6-benzamido-9H-purin-9-yl)-4-tritylmorpholin-2-yl]methylphosphonate C(C1=CC=CC=C1)(=O)NC1=C2N=CN(C2=NC=N1)[C@@H]1O[C@@H](CN(C1)C(C1=CC=CC=C1)(C1=CC=CC=C1)C1=CC=CC=C1)CP([O-])([O-])=O.C(C)[NH+](CC)CC.C(C)[NH+](CC)CC